C(C)OC([C@@H](N)CC1=CC=C(C=C1)F)=O 4-fluoro-L-phenylalanine ethyl ester